(1S,2R,5R)-3-((benzyloxy)carbonyl)-8-(2,2-diphenylacetyl)-3,8-diazabicyclo[3.2.1]octane-2-carboxylic acid C(C1=CC=CC=C1)OC(=O)N1[C@H]([C@@H]2CC[C@H](C1)N2C(C(C2=CC=CC=C2)C2=CC=CC=C2)=O)C(=O)O